FC(C=1N=CC=2N(C1)C(=CN2)C2=NC=CC(=N2)N2CCOCCC2)(F)F 4-(2-(6-(Trifluoromethyl)imidazo[1,2-a]pyrazin-3-yl)pyrimidin-4-yl)-1,4-oxazepane